1-[[2-(2,6-dioxo-3-piperidyl)-1-oxo-isoindolin-5-yl]methyl]-3-[2-hydroxy-5-(trifluoromethyl)phenyl]urea O=C1NC(CCC1N1C(C2=CC=C(C=C2C1)CNC(=O)NC1=C(C=CC(=C1)C(F)(F)F)O)=O)=O